C(C)(C)OC([C@@H](C)OC1=CC=C2C(=CC(OC2=C1)=O)C1=C(C=CC=C1)C)=O (2R)-2-[4-(o-tolyl)-2-oxo-chromen-7-yl]oxypropionic acid isopropyl ester